7-hydroxy-2-methylpyrazolo[1,5-a]pyrimidin OC1=CC=NC=2N1N=C(C2)C